N1C(=CC=2C=NC=CC21)CNC(=O)[C@@H]2CCC=1N2C(C(=NC1Cl)NCC=1C=C(C=CC1)C1=CC=CC=C1)=O (S)-N-((1H-pyrrolo[3,2-c]pyridin-2-yl)methyl)-3-(([1,1'-biphenyl]-3-ylmethyl)amino)-1-chloro-4-oxo-4,6,7,8-tetrahydropyrrolo[1,2-a]pyrazine-6-carboxamide